1,10-decenediol C(=CCCCCCCCCO)O